[N+](=O)([O-])C=1C=C(C=CC1N1CCCCC1)N1CCOCC1 (3-nitro-4-(piperidin-1-yl)phenyl)morpholine